ClC=1C=C(C=C(C1)NS(=O)(=O)C)NC(=O)C1=CN(C(=C1)C1=NC=C(C=C1OCC=1C=NC=C(C1)Cl)F)C N-(3-chloro-5-(methylsulfonamido)phenyl)-5-(3-((5-chloropyridin-3-yl)methoxy)-5-fluoropyridin-2-yl)-1-methyl-1H-pyrrole-3-carboxamide